C(C)C1[C@H](CN2C(CC[C@@H]12)=O)F ethyl-(2R,7aS)-2-fluoro-5-oxotetrahydro-1H-pyrrolizine